3,6,9,15-tetraazabicyclo[9.3.1]pentadec-1(15),11,13-triene-3,6,9-triacetic acid C1=2CN(CCN(CCN(CC(=CC=C1)N2)CC(=O)O)CC(=O)O)CC(=O)O